5,7-dimethoxy-2-(m-tolyl)-flavanone COC1=C2C(CC(OC2=CC(=C1)OC)(C1=CC=CC=C1)C=1C=C(C=CC1)C)=O